2-[(2,6-difluoro-4-pyridinyl)-(2-hydroxypropionyl)amino]-5-methyl-N-spiro[3.4]oct-3-yl-thiazole-4-carboxamide FC1=NC(=CC(=C1)N(C=1SC(=C(N1)C(=O)NC1CCC12CCCC2)C)C(C(C)O)=O)F